C(#N)CC1(CCC(CC1)OC1=C(C=C(C(=C1)C(N[C@@H]1[C@H]2CC[C@@H]([C@@H]1C(NCC1(CCC1)C)=O)C2)=O)OC)F)C(=O)OCC Ethyl (1S,4s)-1-(cyanomethyl)-4-(2-fluoro-4-methoxy-5-(((1S,2R,3S,4R)-3-(((1-methylcyclobutyl)methyl)carbamoyl)bicyclo[2.2.1]heptan-2-yl)carbamoyl)phenoxy)cyclohexane-1-carboxylate